[Si+4].[GeH2+]1=CC=CC=C1 germainium SILICON